(S)-3-((6'-Chloro-3-fluoro-5-((4-fluoro-4-(hydroxymethyl)piperidin-1-yl)methyl)-[2,3'-bipyridin]-4'-yl)amino)butan-1-ol ClC1=CC(=C(C=N1)C1=NC=C(C=C1F)CN1CCC(CC1)(CO)F)N[C@H](CCO)C